methyl 3-(9-((4-(aminomethyl)phenyl)carbamoyl)-4,5-dihydrobenzo[b]thieno[2,3-d]oxepin-8-yl)-6-(isopentylcarbamoyl)picolinate NCC1=CC=C(C=C1)NC(=O)C1=CC2=C(OCCC3=C2SC=C3)C=C1C=1C(=NC(=CC1)C(NCCC(C)C)=O)C(=O)OC